benzyl (R)-(1-(4-chloropyridin-3-yl)piperidin-3-yl)(methyl)-carbamate ClC1=C(C=NC=C1)N1C[C@@H](CCC1)N(C(OCC1=CC=CC=C1)=O)C